FC=1C(=NC=2C(=C(N=NC2N2C3=CC=CC=C3C=3C=CC=CC23)C=2SC=CC2)N1)F 2,3-difluoro-5-(N-carbazolyl)-8-(2-thienyl)pyrazino[2,3-D]Pyridazine